ClC1=C(C=CC=C1)C1C(OC1)(C1=C(C=C(C=C1)F)F)CN1N=CN=C1OS(=O)(=O)OC#N 1-{[3-(2-chlorophenyl)-2-(2,4-difluorophenyl)oxetan-2-yl]methyl}-1H-1,2,4-triazol-5-ylsulfocyanate